tert-butyl (R)-3-(hydroxymethyl)-4-(3-nitro-1,7-naphthyridin-4-yl)piperazin-1-carboxylate OC[C@H]1CN(CCN1C1=C(C=NC2=CN=CC=C12)[N+](=O)[O-])C(=O)OC(C)(C)C